ClC1=CC=C(C=C1)N1C(=NN=C1CS(=O)C)[C@@H]1CC[C@H](CC1)OC1=NC=CC=C1 trans-(+)-2-((4-(4-(4-Chlorophenyl)-5-((methylsulfinyl)methyl)-4H-1,2,4-triazol-3-yl)cyclohexyl)oxy)pyridine